1-(4-hydroxypiperidin-1-yl)diazene-1-oxide OC1CCN(CC1)[N+](=N)[O-]